FC(CC=1C2=C(C(N(C1)C)=O)C(=C(N2)C2=CC(=NC=C2)NC([C@@H](CC(F)F)C2=CC=C(C=C2)F)=O)C2=CC=CC=C2)F (2S)-N-{4-[7-(2,2-difluoroethyl)-5-methyl-4-oxo-3-phenyl-4,5-dihydro-1H-pyrrolo[3,2-c]pyridin-2-yl]pyridin-2-yl}-4,4-difluoro-2-(4-fluorophenyl)butanamide